monohydrogen phosphate (monohydrogenphosphate) P(=O)(O)(O)O.P(=O)(O)(O)O